COC(C1=NC(=CC=C1OCOC)C#CCCO)=O 6-(4-hydroxybut-1-yn-1-yl)-3-(methoxymethoxy)picolinic acid methyl ester